BrC=1C(=NC2=CC=CC=C2C1)C1CCC(CC1)(F)F 3-bromo-2-(4,4-difluorocyclohexyl)quinoline